methyl N-[4-(2-{5-[(3R,5R)-3-amino-5-fluoropiperidine-1-carbonyl]-7-methoxy-1-methyl-1H-1,3-benzodiazol-2-yl}-1-(cyclopropylmethyl)-1H-pyrrolo[2,3-b]pyridin-6-yl)phenyl]carbamate N[C@H]1CN(C[C@@H](C1)F)C(=O)C1=CC2=C(N(C(=N2)C2=CC=3C(=NC(=CC3)C3=CC=C(C=C3)NC(OC)=O)N2CC2CC2)C)C(=C1)OC